NCCOCCN β-amino-ethylether